C(C)(=O)O[C@@H](C)[C@H]1O[C@H]([C@@H](C1)OC(C)=O)N1C=2N=C(NC(C2N(C1=O)CC#C)=O)NC(C)=O (S)-1-((2S,4R,5R)-5-(2-Acetamido-6,8-dioxo-7-(prop-2-yn-1-yl)-1,6,7,8-tetrahydro-9H-purin-9-yl)-4-acetoxytetrahydrofuran-2-yl)ethyl acetate